5-[(3-chlorobenzyl)methylamino]-2-(pyridin-2-yl)-4,5,6,7-tetrahydro-2H-indazol-3-ol ClC=1C=C(CN(C2CC3=C(N(N=C3CC2)C2=NC=CC=C2)O)C)C=CC1